5-bromo-2-(3,3-difluorocyclobutoxy)-3-fluoro-pyridine BrC=1C=C(C(=NC1)OC1CC(C1)(F)F)F